N1-(3-(bis(6-(1-(8-pentyltridecyl)-1H-1,2,3-triazol-4-yl)hexyl)amino)propyl)-N1,N4,N4-tris(6-(1-(8-pentyltridecyl)-1H-1,2,3-triazol-4-yl)hexyl)butane-1,4-diamine C(CCCC)C(CCCCCCCN1N=NC(=C1)CCCCCCN(CCCN(CCCCN(CCCCCCC=1N=NN(C1)CCCCCCCC(CCCCC)CCCCC)CCCCCCC=1N=NN(C1)CCCCCCCC(CCCCC)CCCCC)CCCCCCC=1N=NN(C1)CCCCCCCC(CCCCC)CCCCC)CCCCCCC=1N=NN(C1)CCCCCCCC(CCCCC)CCCCC)CCCCC